3-{(1R)-1-[(6,7-dimethoxy-2-methylquinazolin-4-yl)amino]ethyl}benzonitrile COC=1C=C2C(=NC(=NC2=CC1OC)C)N[C@H](C)C=1C=C(C#N)C=CC1